2-((5-(5H-pyrido[4,3-b]indol-7-yl)pyridin-2-yl)oxy)acetic acid C1=NC=CC=2NC=3C=C(C=CC3C21)C=2C=CC(=NC2)OCC(=O)O